3-piperazin-1-ylpiperidine-2,6-dione N1(CCNCC1)C1C(NC(CC1)=O)=O